2-{[7-(dimethylamino)-1,3-dimethyl-2,4-dioxo-1,2,3,4-tetrahydropyrido[2,3-d]pyrimidin-5-yl]amino}-N-[3-(trifluoromethyl)phenyl]acetamide CN(C=1C=C(C2=C(N(C(N(C2=O)C)=O)C)N1)NCC(=O)NC1=CC(=CC=C1)C(F)(F)F)C